Cl.N[C@@H]1CN(CC[C@H]1F)C1=NC2=C(N1CC=1C=NC(=CC1)C(F)(F)F)C=CC(=C2)C#N 2-((3R,4R)-3-amino-4-fluoropiperidin-1-yl)-1-((6-(trifluoromethyl)pyridin-3-yl)methyl)-1H-benzo[d]imidazole-5-carbonitrile hydrochloride